3-((5-(5-(difluoromethyl)-1,3,4-oxadiazole-2-yl)pyridine-2-yl)methyl)-6-(6-(4-ethylpiperazine-1-yl)pyridine-3-yl)-5-fluorobenzo[d]oxazole-2(3H)-one FC(C1=NN=C(O1)C=1C=CC(=NC1)CN1C(OC2=C1C=C(C(=C2)C=2C=NC(=CC2)N2CCN(CC2)CC)F)=O)F